2-(4-bromophenyl)-N-((2-(2,6-dioxopiperidin-3-yl)-1-oxoisoindol-5-yl)methyl)-2,2-difluoroacetamide BrC1=CC=C(C=C1)C(C(=O)NCC=1C=C2CN(C(C2=CC1)=O)C1C(NC(CC1)=O)=O)(F)F